2-((4-(4-(tert-butoxycarbonyl)piperazin-1-yl)phenyl)amino)-5-chloropyrimidine-4-carboxylic acid C(C)(C)(C)OC(=O)N1CCN(CC1)C1=CC=C(C=C1)NC1=NC=C(C(=N1)C(=O)O)Cl